BrC1=CC(=C(C=C1)NC=1C=C2C=CN=CC2=CC1)[N+](=O)[O-] N-(4-bromo-2-nitrophenyl)isoquinolin-6-amine